(7S)-7-Methyl-3-({[2-oxo-2-(pyrrolidin-1-yl)ethyl]carbamoyl}methyl)-2-[2-(1H-pyrazol-1-yl)ethyl]-3H,6H,7H,8H,9H-imidazo[4,5-f]chinolin C[C@@H]1NC2=CC=C3C(=C2CC1)N=C(N3CC(NCC(N3CCCC3)=O)=O)CCN3N=CC=C3